Tert-butyl ((6-methoxy-4-methylpyridin-3-yl)methyl)carbamate COC1=CC(=C(C=N1)CNC(OC(C)(C)C)=O)C